C1(CC1)C1=CN=C(S1)NC(CC=1C=NN(C1)C=1C=C(C=CC1)C)=O N-(5-cyclopropylthiazol-2-yl)-2-(1-(m-tolyl)-1H-pyrazol-4-yl)acetamide